3-((2-(2-methoxyphenoxy)ethyl)amino)-1,2-propanediol COC1=C(OCCNCC(CO)O)C=CC=C1